O1CCN(CC1)C1=CC=C(C=N1)N 6-morpholinopyridin-3-amine